ethyl (Z)-2-chloro-2-(hydroxyimino)acetate Cl\C(\C(=O)OCC)=N/O